(R)-4-((2-fluorophenyl)ethynyl)-N-(1-(tetrahydro-2H-pyran-4-yl)ethyl)benzamide FC1=C(C=CC=C1)C#CC1=CC=C(C(=O)N[C@H](C)C2CCOCC2)C=C1